tert-butyl (S)-2-hydroxymethyl-piperazine-1-carboxylate OC[C@H]1N(CCNC1)C(=O)OC(C)(C)C